(6-(difluoromethoxy)-5-fluoropyridin-2-yl)methanol FC(OC1=C(C=CC(=N1)CO)F)F